N-((7-(5-(difluoromethyl)-1,3,4-oxadiazol-2-yl)imidazo[1,2-a]pyridin-2-yl)methyl)aniline FC(C1=NN=C(O1)C1=CC=2N(C=C1)C=C(N2)CNC2=CC=CC=C2)F